2-chloro-5-(3-chloro-5-nitro-2-pyridinyl)-4-fluoro-benzaldehyde ClC1=C(C=O)C=C(C(=C1)F)C1=NC=C(C=C1Cl)[N+](=O)[O-]